N1=C(C=CC=C1)C1C(C(C1C=1C=NC=CC1)C1=NC=CC=C1)C=1C=NC=CC1 1,3-bis(2-pyridyl)-2,4-bis(3-pyridyl)-cyclobutane